(S)-2-chloro-4-(3-methyl-8-(4-(2-oxo-7-azaspiro[3.5]nonane-7-carbonyl)phenyl)-2,8-Diazaspiro[4.5]dec-2-yl)benzonitrile ClC1=C(C#N)C=CC(=C1)N1CC2(C[C@@H]1C)CCN(CC2)C2=CC=C(C=C2)C(=O)N2CCC1(CC(C1)=O)CC2